((2S,3R,6R)-2,6-Dimethyl-3-(((6-(trifluoromethyl)pyrazin-2-yl)amino)methyl)morpholino)(4-(5-fluoropyrimidin-2-yl)-1,5-dimethyl-1H-pyrazol-3-yl)methanone C[C@@H]1O[C@@H](CN([C@@H]1CNC1=NC(=CN=C1)C(F)(F)F)C(=O)C1=NN(C(=C1C1=NC=C(C=N1)F)C)C)C